2-acetoxyethyl [2-(2-hydroxyethoxy) ethyl] terephthalate C(C1=CC=C(C(=O)OCCOCCO)C=C1)(=O)OCCOC(C)=O